6-fluoro-N-((3R,4S)-3-fluoro-1-(oxetan-3-yl)piperidin-4-yl)-5-(1-(2-fluoroethyl)-2-methyl-1H-benzo[d]imidazol-6-yl)-4-methoxypyrrolo[2,1-f][1,2,4]triazin-2-amine FC=1C(=C2C(=NC(=NN2C1)N[C@@H]1[C@@H](CN(CC1)C1COC1)F)OC)C=1C=CC2=C(N(C(=N2)C)CCF)C1